1-(4-(8-((2,3-difluoro-4-((1-methyl-1H-benzo[d][1,2,3]triazol-5-yl)oxy)phenyl)amino)pyrimido[5,4-d]pyrimidin-2-yl)piperazin-1-yl)prop-2-en-1-one FC1=C(C=CC(=C1F)OC1=CC2=C(N(N=N2)C)C=C1)NC1=NC=NC2=C1N=C(N=C2)N2CCN(CC2)C(C=C)=O